C1(=CC(=CC=C1)CN=C=O)CN=C=O m-xylylenediisocyanate